B(OCC(F)(F)F)(OCC(F)(F)F)[O-].[Mg+2].FC(COB(OCC(F)(F)F)[O-])(F)F magnesium bis(trifluoroethyl) borate